C(C)(C)(C)C1=CC=C(C(=O)NC2=C(OC3=C2C=CC=C3)C(=O)O)C=C1 (4-tert-butylbenzoylamino)benzofuran-2-carboxylic acid